2-amino-2-[2-(difluoromethoxy)pyridin-4-yl]ethanol hydrochloride Cl.NC(CO)C1=CC(=NC=C1)OC(F)F